nickel-palladium oxide [Pd]=O.[Ni]